C=1N=CN2C1C1=CC=CC=C1[C@H]2N2CCC(CC2)O ((S)-5H-imidazo[5,1-a]isoindol-5-yl)piperidin-4-ol